[4-(4-chloro-3-fluorophenyl)-1-methyl-5-oxo-4,5-dihydro-1H-1,2,4-triazol-3-yl]methanaminium chloride [Cl-].ClC1=C(C=C(C=C1)N1C(=NN(C1=O)C)C[NH3+])F